N(C1=CC=CC=C1)C(=S)S anilinodithiocarboxylic acid